ClC1=NC2=CC=C(C=C2C(=C1CC)C(=O)N)C 2-chloro-3-ethyl-6-methyl-quinoline-4-carboxamide